N-(3-Oxo-3,4-dihydro-2H-benzo[b][1,4]oxazin-6-yl)-1-(chinolin-5-yl)-5-(trifluoromethyl)-1H-pyrazol-4-carboxamid O=C1NC2=C(OC1)C=CC(=C2)NC(=O)C=2C=NN(C2C(F)(F)F)C2=C1C=CC=NC1=CC=C2